ClC=1C=C2C=CN(C2=C(C1)C1=C2C(=NC=C1)C=C(S2)CN2C(CNCC2=O)=O)CC2(CCNCC2)F 1-((7-(5-Chloro-1-((4-fluoropiperidin-4-yl)methyl)-1H-indol-7-yl)thieno[3,2-b]pyridin-2-yl)methyl)piperazine-2,6-dione